CC1=C(C=C(C(=O)NC=2C=NC=C(C2)C(F)(F)F)C=C1)SC1CN(C1)C=1C=NN2C1C=NC=C2 4-methyl-3-((1-(pyrazolo[1,5-a]pyrazin-3-yl)azetidin-3-yl)thio)-N-(5-(trifluoromethyl)pyridin-3-yl)benzamide